N-[2-(2-{[2-(2,6-dioxopiperidin-3-yl)-1-oxo-2,3-dihydro-1H-isoindol-4-yl]amino}ethoxy)ethyl]acetamide O=C1NC(CCC1N1C(C2=CC=CC(=C2C1)NCCOCCNC(C)=O)=O)=O